C(C)OC(=O)C=1C(C=C2N([C@@H](CC=3C=C(C(=NC23)C(=C)C)OCCCOC)C(C)(C)C)C1)=O (S)-6-(tert-butyl)-3-(3-methoxypropoxy)-10-oxo-2-(prop-1-en-2-yl)-6,10-dihydro-5H-pyrido[1,2-H][1,7]Naphthyridine-9-carboxylic acid ethyl ester